6-bromo-N-(3-(trifluoromethyl)phenyl)imidazo[1,2-a]pyrazin-8-amine BrC=1N=C(C=2N(C1)C=CN2)NC2=CC(=CC=C2)C(F)(F)F